Cl.C1NCC12NC(NC2)=O 2,5,7-triazaspiro[3.4]octan-6-one hydrochloride